C1(CC1)C=1C=C(C=C2NC(C(NC12)=S)(C)C)F 8-cyclopropyl-6-fluoro-3,3-dimethyl-3,4-dihydro-1H-quinoxaline-2-thione